CC1=CC=2C(C3=CC=CC=C3SC2C=C1)=O 2-methyl-thioxanthone